C(C1=CC=CC=C1)(=O)NNC(=O)C1[C@H]2CN(C[C@@H]12)C(=O)O (1R,5S,6r)-6-(2-benzoyl-hydrazine-1-carbonyl)-3-azabicyclo[3.1.0]Hexane-3-carboxylic acid